C(C)OC(=O)C=1N=C2C(=NC1)N=CN2C(C)C=2C=C1C=CC=NC1=CC2F 3-(1-(7-fluoro-6-quinolinyl)ethyl)-3H-imidazo[4,5-b]Pyrazine-5-carboxylic acid ethyl ester